FC1=C(OC2=CC3=C(N=C(N=C3)S(=O)(=O)C)N(C2=O)C)C=CC(=C1)F 6-(2,4-difluorophenoxy)-8-methyl-2-(methylsulfonyl)pyrido[2,3-d]pyrimidin-7(8H)-one